COC(=O)C1(CC1)C Methyl-1-methylcyclopropanecarboxylat